C[C@@H]1OC[C@H](CO1)O trans-2-methyl-1,3-dioxane-5-ol